2-((1-(6-methoxy-1-neopentylindolin-4-yl)piperidin-4-yl)methoxy)pyridine COC1=CC(=C2CCN(C2=C1)CC(C)(C)C)N1CCC(CC1)COC1=NC=CC=C1